C(C)(C)(C)OC(=O)N1CC2(C1)CCN(CC2)C2=NC(=NC1=C(C(=C(C=C21)C=C)C2=C1C=NNC1=CC=C2C)OCC)OC2CCN(CC2)CC 7-{8-ethoxy-2-[(1-ethylpiperidin-4-yl)oxy]-7-(5-methyl-1H-indazol-4-yl)-6-vinylquinazolin-4-yl}-2,7-diazaspiro[3.5]nonane-2-carboxylic acid tert-butyl ester